ClC=1N=C(C=2N(C=3C=CC(=CC3C2N1)OCC)CC1=CC=C(C=C1)OC)N1CCC(CC1)CP(OCC)(OCC)=O diethyl ((1-(2-chloro-8-ethoxy-5-(4-methoxybenzyl)-5H-pyrimido[5,4-b]indol-4-yl)piperidin-4-yl)methyl)phosphonate